CC1=C(C(=CC=C1)C)NC(=O)C1=CC2=C(NC3=CC=CC=C23)C=N1 N-(2,6-dimethylphenyl)-9H-pyrido[3,4-b]indole-3-carboxamide